N-(4-piperidinylmethyl)cyclopropylamine N1CCC(CC1)CNC1CC1